N[C@H](C(=O)OC)CC1=CC=C(C=C1)C1=C(N(C(C=C1C(F)(F)F)=O)C)C methyl (S)-2-amino-3-(4-(1,2-dimethyl-6-oxo-4-(trifluoromethyl)-1,6-dihydropyridin-3-yl)phenyl)propanoate